C(C=C)[C@]12[C@H](N(C[C@@H]2N(C1)CC1=CC=CC=C1)C(=O)OC(C)(C)C)C(=O)OC 3-(tert-butyl) 2-methyl (1S,2S,5R)-1-allyl-6-benzyl-3,6-diazabicyclo[3.2.0]heptane-2,3-dicarboxylate